O1CCOC=C1 2,3-dihydro-[1,4]dioxine